C(C)(=O)O[C@@H]1[C@H](OC([C@@H]1OC(C)=O)OC(C)=O)CNC(C(C)C)=O [(2R,3R,4R)-4,5-diacetoxy-2-[(2-methylpropanoylamino)methyl]-tetrahydrofuran-3-yl] acetate